((2,4-difluorobenzyl)sulfinyl)quinolin FC1=C(CS(=O)C2=NC3=CC=CC=C3C=C2)C=CC(=C1)F